4-chloro-N-[2-[(4-chlorophenyl)methyl]-3-oxo-1,2,4-thiadiazol-5-yl]benzamide iron [Fe].ClC1=CC=C(C(=O)NC2=NC(N(S2)CC2=CC=C(C=C2)Cl)=O)C=C1